methyl 1-(4-(1-(4-cyclopropylphenyl)azetidin-3-yl)-2,6-dimethyl-benzyl)piperidine-4-carboxylate C1(CC1)C1=CC=C(C=C1)N1CC(C1)C1=CC(=C(CN2CCC(CC2)C(=O)OC)C(=C1)C)C